Tert-butyl heptane-5-carboxylate CCCCC(CC)C(=O)OC(C)(C)C